C(C)(C)(C)OC(CC[C@@H](C(N)=O)N1C(C2=C(C=C(C=C2C1)Br)F)=O)=O.ClC=1C=C(C(=NC1)C#N)[N+](=O)[O-] 5-chloro-3-nitropyridinecarbonitrile tert-butyl-(4S)-4-(5-bromo-7-fluoro-1-oxo-3H-isoindol-2-yl)-4-carbamoylbutanoate